7-((4-(1,5-dimethyl-1H-imidazol-2-yl)piperazin-1-yl)methyl)-3-ethylquinolin-2(1H)-one CN1C(=NC=C1C)N1CCN(CC1)CC1=CC=C2C=C(C(NC2=C1)=O)CC